Methyl 4-amino-1-(4-(1-((tert-butoxycarbonyl)amino)ethyl)phenyl)-2-oxo-7-(trifluoro methyl)-1,2-dihydroquinoline-3-carboxylate NC1=C(C(N(C2=CC(=CC=C12)C(F)(F)F)C1=CC=C(C=C1)C(C)NC(=O)OC(C)(C)C)=O)C(=O)OC